C(C)(C)(C)OC(=O)N1[C@H](CN(CC1)C1=C(C=C(C=C1)Br)[N+](=O)[O-])C (S)-4-(4-bromo-2-nitrophenyl)-2-methylpiperazine-1-carboxylic acid tert-butyl ester